3-cephem-4-carboxylic acid-diphenylmethyl ester C1(=CC=CC=C1)C(C1=CC=CC=C1)OC(=O)C1=CCS[C@H]2N1C(C2)=O